(S)-N-isobutyryl-2-methylpiperazine trifluoroacetate FC(C(=O)O)(F)F.C(C(C)C)(=O)N1[C@H](CNCC1)C